1,2-dimethyl-5-(2-methyl-7-{[(3R)-3-methyl-3,4-dihydroisoquinolin-2(1H)-yl]carbonyl}-1,2,3,4-tetrahydroisoquinolin-6-yl)-N,N-diphenyl-1H-pyrrole-3-carboxamide CN1C(=C(C=C1C=1C=C2CCN(CC2=CC1C(=O)N1CC2=CC=CC=C2C[C@H]1C)C)C(=O)N(C1=CC=CC=C1)C1=CC=CC=C1)C